Cl.C1(=CC=CC=C1)C#CC(=O)N1CCNCC1 3-phenyl-1-piperazin-1-yl-prop-2-yn-1-one Hydrochloride